4-(7-(3-fluoro-4-(trifluoromethyl)phenoxy)-1,2,3,4-tetrahydro-isoquinoline-2-carbonyl)-piperidine-1-sulfonamide FC=1C=C(OC2=CC=C3CCN(CC3=C2)C(=O)C2CCN(CC2)S(=O)(=O)N)C=CC1C(F)(F)F